6-methoxynicotinyl chloride hydrochloride Cl.COC1=NC=C(CCl)C=C1